1-(1-oxo-2-phenylpropan-2-yl)hydrazine-1,2-dicarboxylic acid di-tert-butyl ester C(C)(C)(C)OC(=O)N(NC(=O)OC(C)(C)C)C(C=O)(C)C1=CC=CC=C1